C(C)(CC)C1C(NC2=C(CN1C(N(C)C)=NC#N)C=CC=C2)=O 3-(sec-butyl)-N'-cyano-N,N-dimethyl-2-oxo-1,2,3,5-tetrahydro-4H-benzo[1,4]diazepine-4-carboximidamide